CN(C=1C=C(C=CC1F)C1=CC=C2C(CCOC2=C1)NC(O[C@@H]1CN2CCC1CC2)=O)C (S)-quinuclidin-3-yl (7-(3-(dimethylamino)-4-fluorophenyl)chroman-4-yl)carbamate